8-bromo-7-(4-fluorophenyl)-2-[(3-fluoropyridin-2-yl)methyl]quinoline BrC=1C(=CC=C2C=CC(=NC12)CC1=NC=CC=C1F)C1=CC=C(C=C1)F